C(C)(C)(C)[C@@H](CCC)N(NC(C1=C(C(=CC=C1)OC)CC)=O)C(C1=CC(=CC(=C1)C)C)=O |r| racemic-2-ethyl-3-methoxy-benzoic acid N'-(1-tert-butyl-butyl)-N'-(3,5-dimethyl-benzoyl)-hydrazide